C1=C(C=CC2=CC=CC=C12)[C@@H](C)N=CC1=CC=CC=C1 (1R)-1-(2-naphthyl)-N-[1-phenylmethylene]ethanamine